methyl 3-(9-((4-(aminomethyl)-2-methylphenyl)carbamoyl)-4,5-dihydrobenzo[b]thieno[2,3-d]oxepin-8-yl)-6-((4-hydroxy-2-methylbutan-2-yl)carbamoyl)picolinate NCC1=CC(=C(C=C1)NC(=O)C1=CC2=C(OCCC3=C2SC=C3)C=C1C=1C(=NC(=CC1)C(NC(C)(CCO)C)=O)C(=O)OC)C